O=C(CCCC1=C(C=C(C(=C1)F)F)F)N1CC=2N(CC1)C(=NN2)C(F)(F)F (2Z)-4-oxo-4-[3-(trifluoromethyl)-5,6-dihydro-[1,2,4]triazolo[4,3-a]pyrazin-7(8H)-yl]-1-(2,4,5-trifluorophenyl)butan